FC=1C(=NC(=NC1)N[C@@H]1CC[C@H](CC1)C(=O)OC(C)(C)C)C1=NC(=CC=C1)N1C(COCC1)=O tert-butyl trans-4-((5-fluoro-4-(6-(3-oxomorpholino)pyridin-2-yl)pyrimidin-2-yl)amino)cyclohexane-1-carboxylate